BrC1=CC=C(C=C1)N(C=1C=C2C=3C=C(C=CC3OC2=CC1)N(C1=CC=C(C=C1)C)C1=CC=C(C=C1)Br)C1=CC=C(C=C1)C N4,N12-bis(4-bromophenyl)-N4,N12-bis(4-methylphenyl)-8-oxatricyclo[7.4.0.02,7]trideca-1(9),2,4,6,10,12-hexaene-4,12-diamine